2-(9-chloro-5-oxopyrido[2',3':4,5]pyrimido[1,2-a]indol-11(5H)-ylidene)hydrazine-1-carboximidamide ClC1=CC=2C(C=3N(C2C=C1)C(C1=C(N3)N=CC=C1)=O)=NNC(N)=N